CC1=NOC(=C1C=1C=C2C(=CC=NC2=CC1OC)OC1=CC=C(C=C1)NC(=O)C1(CC1)C(=O)NC1=CC=C(C=C1)F)C 1-N-[4-[6-(3,5-dimethyl-1,2-oxazol-4-yl)-7-methoxyquinolin-4-yl]oxyphenyl]-1-N'-(4-fluorophenyl)cyclopropane-1,1-dicarboxamide